ClC=1C=C2C(C(=CN(C2=CC1N1[C@H](CCC1)COC1=NC=CC=C1)C1=NC=C(N=C1)O)C(=O)O)=O 6-chloro-1-(5-hydroxypyrazin-2-yl)-4-oxo-7-[(2R)-2-[(pyridin-2-yloxy)methyl]pyrrolidin-1-yl]-1,4-dihydroquinoline-3-carboxylic acid